FC(C1=NN=C(O1)C1=CN=C(S1)CN1C2=C(OCC1=O)C=CN=C2)F 4-({5-[5-(difluoromethyl)-1,3,4-oxadiazol-2-yl]-1,3-thiazol-2-yl}methyl)-2h,3h,4h-pyrido[4,3-b][1,4]oxazin-3-one